3,4-dichloro-5-formyl-2-nitrotoluene ClC=1C(=C(C)C=C(C1Cl)C=O)[N+](=O)[O-]